NCC(O[SiH3])(OCC)OCC 1-aminomethyl(diethoxymethoxysilane)